3-((3-fluoro-4-(1-((4-fluoropiperidin-4-yl)methyl)piperidin-4-yl)phenyl)amino)piperidine-2,6-dione FC=1C=C(C=CC1C1CCN(CC1)CC1(CCNCC1)F)NC1C(NC(CC1)=O)=O